10-methoxy-N-methyl-11-(1-methyl-1H-1,2,4-triazol-3-yl)-15-oxa-2,4,5,8,21-pentaazatetracyclo[15.3.1.1^{3,7}.1^{9,13}]tricosa-1(21),3,5,7(23),9(22),10,12,17,19-nonaene-6-carboxamide COC=1C=2NC=3C(=NN=C(NC=4C=CC=C(COCC(=CC1C1=NN(C=N1)C)C2)N4)C3)C(=O)NC